F[C@@H]1[C@@]2(C[C@H]([C@](C[C@H]1C(=C)C1=CC=C(N=N1)C1=C(C=C(C=C1)N1C=NC=C1)O)(N2)C)OC)C 2-(6-(1-((1S,2S,3S,5S,6R)-2-fluoro-6-methoxy-1,5-dimethyl-8-azabicyclo[3.2.1]octan-3-yl)vinyl)pyridazin-3-yl)-5-(1H-imidazol-1-yl)phenol